N-[(1-{[2-oxo-4-(3,4,5-trifluorophenyl)pyrrolidin-1-yl]methyl}-1H-imidazol-5-yl)methyl]benzamide O=C1N(CC(C1)C1=CC(=C(C(=C1)F)F)F)CN1C=NC=C1CNC(C1=CC=CC=C1)=O